1-methyl-3-(4-pyridinyloxy)pyrrolidin-2-one CN1C(C(CC1)OC1=CC=NC=C1)=O